FC1=CC=CC=2C(=N[C@@H](C(NC21)=O)NC(=O)C=2C(=NN1C2N=CC(=C1)C1=COC=C1)C)C1=CC=CC=C1 N-[(3S)-9-fluoro-2-oxo-5-phenyl-1,3-dihydro-1,4-benzodiazepine-3-Yl]-6-(furan-3-yl)-2-methylpyrazolo[1,5-a]pyrimidine-3-carboxamide